C(=O)O.NC1CCN(CC1)C(CNC(C1=C(C=C(C=C1)NC=1C=2N(C=CN1)C(=CN2)C=2C(=NN(C2)CC(F)F)C(F)(F)F)CC)=O)=O N-[2-(4-amino-1-piperidyl)-2-oxo-ethyl]-4-[[3-[1-(2,2-difluoroethyl)-3-(trifluoromethyl)pyrazol-4-yl]imidazo[1,2-a]pyrazin-8-yl]amino]-2-ethyl-benzamide formate